CC1=NOC(=C1CNC(=O)O[C@@H](C)CCC)C1=CC=C(C=N1)O[C@@H]1C[C@H](CCC1)C(=O)O (1S,3S)-3-((6-(3-methyl-4-((((((S)-pentan-2-yl)oxy)carbonyl)amino)Methyl)Isoxazol-5-yl)pyridin-3-yl)oxy)cyclohexane-1-carboxylic Acid